1-((benzhydrylamino)methyl)cyclopropane-1-ol C(C1=CC=CC=C1)(C1=CC=CC=C1)NCC1(CC1)O